(S)-1-(3-(cyclopropylsulfonyl)phenoxy)-3-((R)-8-(1-methyl-2,3-dihydro-1H-pyrido[2,3-b][1,4]oxazin-7-ylsulfonyl)-1-oxa-8-azaspiro[4.5]decan-3-ylamino)propan-2-ol C1(CC1)S(=O)(=O)C=1C=C(OC[C@H](CN[C@H]2COC3(C2)CCN(CC3)S(=O)(=O)C3=CC2=C(OCCN2C)N=C3)O)C=CC1